Butylisothiazol-3-amine C(CCC)C=1C(=NSC1)N